(1R,2S,5S)-3-((S)-3,3-dimethyl-2-(2,2,2-trifluoroacetamido)butanoyl)-6,6-dimethyl-N-((3S)-5-(methylsulfinyl)pent-1-yn-3-yl)-3-azabicyclo[3.1.0]hexane-2-carboxamide CC([C@@H](C(=O)N1[C@@H]([C@H]2C([C@H]2C1)(C)C)C(=O)N[C@H](C#C)CCS(=O)C)NC(C(F)(F)F)=O)(C)C